CN(CCCNC(C=C)=O)C N-[3-(dimethylamino)]propylacrylamide